(E)-4-(5,5-dimethylcyclohex-1-en-1-yl)but-3-en-2-one Beta-ketoadipate O=C(CC(=O)O)CCC(=O)O.CC1(CCC=C(C1)/C=C/C(C)=O)C